COCCCCN(C1=CC=C(C=C1)N)CCCCC N1-(4-methoxybutyl)-N1-pentylbenzene-1,4-diamine